C(C1=CC=CC=C1)OC1=NC(=CC=C1C1=CC=C(C=C1)N1CCOC2(C1)CCN(CC2)CC(=O)OC(C)(C)C)OCC2=CC=CC=C2 tert-butyl 2-(4-(4-(2,6-bis(benzyloxy)pyridin-3-yl)phenyl)-1-oxa-4,9-diazaspiro[5.5]undecan-9-yl)acetate